2-(2-methyl-1,2,3,4-tetrahydroisoquinolin-7-yl)-8-(8-Methyl-2,3-dihydro-1H-pyrido[2,3-b][1,4]oxazin-7-yl)quinazoline-2,5-diamine CN1CC2=CC(=CC=C2CC1)C1(NC=2C(=CC=C(C2C=N1)N)C1=C(C2=C(OCCN2)N=C1)C)N